1-ethyl-1H-imidazo[4,5-b]pyridin-2(3H)-one C(C)N1C(NC2=NC=CC=C21)=O